C(C)(C)N1C(=NC=2C=NC(=CC21)C2=CNC1=NC=C(C=C12)C=1C=NN2C1CN(CC2)C)C 1-isopropyl-2-methyl-6-(5-(5-methyl-4,5,6,7-tetrahydropyrazolo[1,5-a]pyrazin-3-yl)-1H-pyrrolo[2,3-b]pyridin-3-yl)-1H-imidazo[4,5-c]pyridine